FC(CC)(F)C=1C=C(C=CC1)NC(=O)C=1[N+](=C(NC1C)C1=CC(=C(C=C1)OC)C1=NC=CC=C1C)[O-] 4-((3-(1,1-difluoropropyl)phenyl)carbamoyl)-2-(4-methoxy-3-(3-methylpyridin-2-yl)phenyl)-5-methyl-1H-imidazole 3-oxide